CC(=O)CCC(C(=O)[O-])N The molecule is an alpha-amino-acid anion that is the conjugate base of 2-amino-5-oxohexanoic acid. It derives from a hexanoate. It is a conjugate base of a 2-amino-5-oxohexanoic acid.